CC1=CC=CC(=N1)[C@@H](C)N |r| rac-1-(6-methylpyridin-2-yl)ethanamine